(S)-1-[(S)-1-({4-[2-(Diethylamino)-2-oxoethyl]-1-piperidyl}carbonyl)-3-methylbutyl]-3-isobutyl-2-piperazinone C(C)N(C(CC1CCN(CC1)C(=O)[C@H](CC(C)C)N1C([C@@H](NCC1)CC(C)C)=O)=O)CC